iron (III) oxy hydroxide O(O)O.[Fe+3]